C(C)C=1C=CC(=C(C1)C1=C(NC=2C1=NC=CC2)C2=C(C=NC=C2)OCCN(C(C=C)=O)C)F N-[2-({4-[3-(5-ethyl-2-fluorophenyl)-1H-pyrrolo[3,2-b]pyridin-2-yl]pyridin-3-yl}oxy)ethyl]-N-methylprop-2-enamide